COC(=O)C1=C(OC[C@@H]2N(C[C@H](C2)OC2=CC=C3CCC(NC3=C2)=O)C(=O)OC(C)(C)C)C=C(C=C1O[C@H](C=O)C)C tert-butyl (2R,4S)-2-((2-(methoxycarbonyl)-5-methyl-3-(((S)-1-oxopropan-2-yl)oxy)phenoxy)methyl)-4-((2-oxo-1,2,3,4-tetrahydroquinolin-7-yl)oxy)pyrrolidine-1-carboxylate